C(C)(C)(C)N(C(O)=O)C1COC(OC1)CCNC(=O)OCC1C2=CC=CC=C2C=2C=CC=CC12.OC(CN1CC=CC=C1)CS(=O)(=O)O 1-(2-hydroxy-3-sulfopropyl)pyridine tert-butyl-(2-(2-((((9H-fluoren-9-yl)methoxy)carbonyl)amino)ethyl)-1,3-dioxan-5-yl)carbamate